N4-cyclopropyl-N2-(1-isopropylsulfonylindazol-4-yl)-5-(trifluoromethyl)pyrimidine-2,4-diamine C1(CC1)NC1=NC(=NC=C1C(F)(F)F)NC1=C2C=NN(C2=CC=C1)S(=O)(=O)C(C)C